C12CCC(CC1)N2CC2=C(C(=CC=C2)F)CN (2-((7-azabicyclo[2.2.1]hept-7-yl)methyl)-6-fluorophenyl)methylamine